C(C)(C)(C)OC(=O)N(C1=C(C(=NN1C1CN(C1)C(=O)OC(C)(C)C)C#C)C(N)=O)C Tert-butyl 3-(5-((tert-butoxycarbonyl)(methyl)amino)-4-carbamoyl-3-ethynyl-1H-pyrazol-1-yl)azetidine-1-carboxylate